CNC(=O)N1CC(C1)N(C([O-])=O)C=1N=CC2=CC(=C(C=C2C1)C1=C(C2=C(OCCN2)N=C1)C)F 1-(Methylcarbamoyl)azetidin-3-yl-(7-fluoro-6-(8-methyl-2,3-dihydro-1H-pyrido[2,3-b][1,4]oxazin-7-yl)isochinolin-3-yl)carbamat